CC(C[C@@H](C(=O)N1CCC(CC1)OC1=CC=CC=C1)N1C([C@@H](NCC1)CC(C)C)=O)C (S)-1-{(S)-3-Methyl-1-[(4-phenoxy-1-piperidyl)carbonyl]butyl}-3-isobutyl-2-piperazinone